4-methyl-5-phenyl-1,3-dioxol-2-one CC=1OC(OC1C1=CC=CC=C1)=O